3-(4-fluorophenyl)-N-(3-fluoro-4-((5-methylpyrazolo[1,5-a]pyrimidin-7-yl)oxy)phenyl)-2,4-dioxo-1,2,3,4-tetrahydropyrimidine-5-carboxamide FC1=CC=C(C=C1)N1C(NC=C(C1=O)C(=O)NC1=CC(=C(C=C1)OC1=CC(=NC=2N1N=CC2)C)F)=O